F[C@H]1[C@@H]2CC[C@H](C[C@H]1N(C=1N=CC(=NC1)C1=C(C=C(C=C1)C1=NC=NC(=C1)OC)O)C)N2 2-(5-(((1S,2S,3R,5R)-2-fluoro-8-azabicyclo[3.2.1]octan-3-yl)(methyl)amino)pyrazin-2-yl)-5-(6-methoxypyrimidin-4-yl)phenol